C1(CCCC1)N1[C@@H](C(N(C=2C=NC(=NC12)NC1=C(C=C(C(=O)NC2CCN(CC2)C)C=C1)OC)C)=O)CC 4-[[(7R)-8-cyclopentyl-7-ethyl-5-methyl-6-oxo-7H-pteridin-2-yl]amino]-3-methoxy-N-(1-methyl-4-piperidyl)benzamide